FC=1C(=C(C2=CN(N=C2C1)C(C1=CC=CC=C1)(C1=CC=CC=C1)C1=CC=CC=C1)B1OC(C(O1)(C)C)(C)C)C 6-fluoro-5-methyl-4-(4,4,5,5-tetramethyl-1,3,2-dioxaborolan-2-yl)-2-trityl-indazole